(6-(4-((4-(1H-pyrazol-4-yl)phenyl)amino)-5-methoxypyrimidin-2-yl)-1H-indol-2-yl)(3,3-difluoroazetidin-1-yl)methanone N1N=CC(=C1)C1=CC=C(C=C1)NC1=NC(=NC=C1OC)C1=CC=C2C=C(NC2=C1)C(=O)N1CC(C1)(F)F